ClC=1C=NC(=NC1)C1=C(C=C2C(N(C=NC2=C1)CCC[C@@H](NC=1C=NNC(C1C(F)(F)F)=O)C1CC1)=O)F 7-(5-chloropyrimidin-2-yl)3-[(4R)-4-cyclopropyl-4-[[6-oxo-5-(trifluoromethyl)-1H-pyridazin-4-yl]amino]butyl]-6-fluoro-quinazolin-4-one